CC1(C=2C=CC(=CC2C(CC1)(C)C)C(=O)C1=CC=C(C=C1)/C=C/C(=O)OC)C Methyl (2E)-3-{4-[(5,5,8,8-tetramethyl-5,6,7,8-tetrahydronaphthalen-2-yl)carbonyl]phenyl}-prop-2-enoate